1-(((S)-OXETAN-2-YL)METHYL)-1H-IMIDAZOLE O1[C@@H](CC1)CN1C=NC=C1